ClC1=CC=C(C=N1)NC1=NC=CC2=CC(=CC=C12)C(=O)NCCOC 1-((6-chloropyridin-3-yl)amino)-N-(2-methoxyethyl)isoquinoline-6-carboxamide